molybdenum (iii) oxide trichloride [Cl-].[Cl-].[Cl-].[Mo+]=O.[Mo+]=O.[Mo+]=O